5-iodo-1-(trifluoromethyl)-1H-pyrazol-3-amine IC1=CC(=NN1C(F)(F)F)N